cyano([[(3S)-1-[2-(2-phenoxyphenyl)-1,3-thiazole-4-carbonyl]pyrrolidin-3-yl]methyl])amine C(#N)NC[C@H]1CN(CC1)C(=O)C=1N=C(SC1)C1=C(C=CC=C1)OC1=CC=CC=C1